FC1(CC1)C(=O)N1CC2(C1)C[C@H](CC2)N2CCC(CC2)C2=C(C=CC=C2)OCC2=NOC(=N2)C (S)-(1-fluorocyclopropyl)(6-(4-(2-((5-methyl-1,2,4-oxadiazol-3-yl)methoxy)phenyl)piperidin-1-yl)-2-azaspiro[3.4]octan-2-yl)methanone